N1=CC(=CC=C1)C1=CCN(C=C1)C(=O)C1=NC=C(C(=C1)OC)OC1=CC=C(C=C1)F [3,4'-bipyridinyl-1'-yl]-[5-(4-fluoro-phenoxy)-4-methoxy-pyridin-2-yl]-methanon